BrC1=CC=C2CCC3(SC2=C1)CCOCC3 (E)-7'-bromo-2,3,5,6-tetrahydrospiro[pyran-4,2'-thiochroman]